3-(4-piperazin-1-ylanilino)piperidine-2,6-dione dihydrochloride Cl.Cl.N1(CCNCC1)C1=CC=C(NC2C(NC(CC2)=O)=O)C=C1